Cl.Cl.ClC1=CC=C(C=C1)C=1N=C2N(C=CC=C2)C1CN1CC2CCC(C1)N2 3-{[2-(4-Chlorophenyl)imidazo[1,2-a]pyridin-3-yl]methyl}-3,8-diazabicyclo[3.2.1]-octan-Dihydrochlorid